methyl 4-((1H-pyrazol-1-yl)methyl)-3-(trifluoromethoxy)benzoate N1(N=CC=C1)CC1=C(C=C(C(=O)OC)C=C1)OC(F)(F)F